C(N)(=O)C1=C(C=C(C=C1)C=1C(=CC(=C(C1)NC(=O)C1=CN(C(C=C1C(F)F)=O)C)N1C[C@H](N(CC1)C)C)F)F |r| N-[5-(4-carbamoyl-3-fluorophenyl)-4-fluoro-2-[rac-(3R)-3,4-dimethylpiperazin-1-yl]phenyl]-4-(difluoromethyl)-1-methyl-6-oxopyridine-3-carboxamide